1-methyl-3-phenethyl-2-thioxoimidazolin-4-one CN1C(N(C(C1)=O)CCC1=CC=CC=C1)=S